FC(C(=O)O)(F)F.[N+](=O)([O-])C1=CC=C(C=C1)N1C(C2NC(C1)C2)=O 3-(4-nitrophenyl)-3,6-diazabicyclo[3.1.1]heptan-2-one trifluoroacetate salt